C(C)N(C1=CC=C(C=C(C(=O)OCCC)C#N)C=C1)CC n-propyl 4-diethylamino-α-cyanocinnamate